P(=O)(OCCCCCCCCCC)(OCCCN(CCCCCCCCC)CCCCCCCCC)[O-] decyl (3-(dinonylamino)propyl) phosphate